(S)-2-((4-((2-hydroxy-1-phenylethyl)amino)-5-(3-(pyridin-2-yl)-1,2,4-oxadiazol-5-yl)pyridin-2-yl)amino)-7,7-dimethyl-6,7-dihydro-5H-pyrrolo[3,4-d]pyrimidin-5-one OC[C@H](C1=CC=CC=C1)NC1=CC(=NC=C1C1=NC(=NO1)C1=NC=CC=C1)NC=1N=CC2=C(N1)C(NC2=O)(C)C